C(C)S(=O)(=O)NC1=CC=C(C=C1)C1=C2C(=NC(=C1)NC(=O)C1CC1)NC=C2 N-(4-(4-(ethylsulfonylamino)phenyl)-1H-pyrrolo[2,3-b]pyridin-6-yl)cyclopropylcarboxamide